2,4,6-tri(formamido)-1,3,5-triazine C(=O)NC1=NC(=NC(=N1)NC=O)NC=O